BrC1=C(C(=C(C(=C1F)F)F)F)S(=O)(=O)N(CC1=C(C=CC=C1C(F)(F)F)F)CC(=O)N(CC1=CC(=CC(=C1)C1CC1)C(C)(C)C)C1=C(C=C(C(=O)O)C=C1)OC 4-(2-(2-bromo-3,4,5,6-tetrafluoro-N-(2-fluoro-6-(trifluoromethyl)benzyl)phenylsulfonamido)-N-(3-(tert-butyl)-5-cyclopropylbenzyl)acetamido)-3-methoxybenzoic acid